4-[7-(1-cyano-1-methyl-ethyl)imidazo[1,2-a]pyridin-3-yl]-2,6-dimethoxy-N-(2,2,2-trifluoroethyl)benzamide C(#N)C(C)(C)C1=CC=2N(C=C1)C(=CN2)C2=CC(=C(C(=O)NCC(F)(F)F)C(=C2)OC)OC